(E)-2-chloro-6-fluoro-N-(2-methoxy-5-(4-(1-(4-oxopent-2-enoyl)-1,2,3,6-tetrahydropyridin-4-yl)quinazolin-6-yl)pyridin-3-yl)benzene-sulfonamide ClC1=C(C(=CC=C1)F)S(=O)(=O)NC=1C(=NC=C(C1)C=1C=C2C(=NC=NC2=CC1)C=1CCN(CC1)C(\C=C\C(C)=O)=O)OC